4-{[3-(2-benzyl-2H-benzo[d][1,2,3]triazol-5-yl)-5-(4-trifluoromethylphenyl)-1H-pyrazol-1-yl]methyl}-N-hydroxybenzamide C(C1=CC=CC=C1)N1N=C2C(=N1)C=CC(=C2)C2=NN(C(=C2)C2=CC=C(C=C2)C(F)(F)F)CC2=CC=C(C(=O)NO)C=C2